[Li+].F[C@@H](C(=O)[O-])ON1[C@@H]2C=C([C@H](N(C1=O)C2)C(NOCC2NC(CC2)=O)=O)C (2S)-2-fluoro-2-[[(2S,5R)-3-methyl-7-oxo-2-[(5-oxopyrrolidin-2-yl)methoxycarbamoyl]-1,6-diazabicyclo[3.2.1]oct-3-en-6-yl]oxy]acetic acid lithium salt